5-(2,6-dichloro-4-nitrophenoxy)pyrimidin-2(1H)-one ClC1=C(OC=2C=NC(NC2)=O)C(=CC(=C1)[N+](=O)[O-])Cl